CN(C1CCN(CC1)C1=C(C=C(C=C1)NC=1N=C(C2=C(N1)SC=C2C)NC2=CC=CC(=N2)C2(CCC2)O)OC)C 1-(6-((2-((4-(4-(dimethylamino)piperidin-1-yl)-3-methoxyphenyl)amino)-5-methylthieno[2,3-d]pyrimidin-4-yl)amino)pyridin-2-yl)cyclobutan-1-ol